C(C)(C)(C)C=1C(=C(C=C(C1)CCCO)N1N=C2C(=N1)C=CC(=C2)Cl)O 2-(3'-tert-butyl-2'-hydroxy-5'-hydroxypropyl-phenyl)-5-chloro-2H-benzotriazole